OC=1C=C2C=CC(OC2=C(C1OC)OC)=O 6-hydroxy-7,8-dimethoxycoumarin